C(C)OC1=CC2=C(N=C(S2)N)C=C1 6-Ethoxybenzo[d]thiazol-2-amin